[2H]C(N1CCN(CC1)[C@H]1CC[C@H](CC1)N1C=C(C2=C1N=CN=C2N)C2=CC=C(C=C2)OC2=CC=CC=C2)([2H])[2H] 7-((cis)-4-(4-(trideuteriomethyl)piperazin-1-yl)cyclohexyl)-5-(4-phenoxyphenyl)-7H-pyrrolo[2,3-d]pyrimidin-4-amine